OC1CCN(CC1)CC=1C=C(C=CC1)C1=CC=C(C=C1)C=1C=C(C2=C(NC(=N2)C)C1)C(=O)O 6-(3'-((4-hydroxypiperidin-1-yl)methyl)-[1,1'-biphenyl]-4-yl)-2-methyl-1H-benzo[d]imidazole-4-carboxylic acid